(R)-2-(3-(3,3-difluoro-1-(fluoro(4-methyl-4H-1,2,4-triazol-3-yl)methyl)cyclobutyl)phenyl)-6-((propylamino)methyl)-4-(trifluoromethyl)isoindolin-1-one FC1(CC(C1)([C@H](C1=NN=CN1C)F)C=1C=C(C=CC1)N1C(C2=CC(=CC(=C2C1)C(F)(F)F)CNCCC)=O)F